FC(C1=NC2=C(N1C1=NC(=NC(=N1)N1CCOCC1)N1CCNCC1)C=CC=C2OC)F.[Na] sodium 4-{4-[2-(difluoromethyl)-4-methoxy-1H-benzo[d]imidazol-1-yl]-6-morpholino-1,3,5-triazin-2-yl}piperazin